C12(CC3CC(CC(C1)C3)C2)C(C)NC2CCN(CC2)C (1-Adamantan-1-yl-ethyl)-(1-methyl-piperidin-4-yl)-amine